4-(oxetan-3-yloxy)-5-(trifluoromethyl)-N-[(1R,3S)-3-[8-(trifluoromethyl)-[1,2,4]triazolo[4,3-a]pyridin-3-yl]cyclohexyl]pyrimidin-2-amine O1CC(C1)OC1=NC(=NC=C1C(F)(F)F)N[C@H]1C[C@H](CCC1)C1=NN=C2N1C=CC=C2C(F)(F)F